[(2R,3S,4R,5R,6R)-5-azido-2-(azidomethyl)-4,6-difluoro-tetrahydropyran-3-yl]4-nitrobenzoate N(=[N+]=[N-])[C@@H]1[C@H]([C@H]([C@H](O[C@@H]1F)CN=[N+]=[N-])OC(C1=CC=C(C=C1)[N+](=O)[O-])=O)F